C(C)(C)(C)N(C(O)=O)C12CC(C1)(C2)CO.C(=O)(O)C=2C=C(C=CC2C(=O)O)CCC2=CC(=C(C=C2)C(=O)O)C(=O)O 1,2-bis(3,4-dicarboxyphenyl)ethane tert-butyl-(3-(hydroxymethyl)bicyclo[1.1.1]pentan-1-yl)carbamate